2-(6-(4-(5-(3,4-dichlorophenyl)-7,7-dimethyl-6,7-dihydro-5H-pyrrolo[2,3-b]pyrazine-2-carbonyl)-3,3-dimethylpiperazin-1-yl)pyridin-3-yl)acetic acid ClC=1C=C(C=CC1Cl)N1CC(C=2C1=NC=C(N2)C(=O)N2C(CN(CC2)C2=CC=C(C=N2)CC(=O)O)(C)C)(C)C